FC1=C(N=CC2=C1N=C(N=C2N2CC(=CC2)B(O)O)OC[C@]21CCCN1C[C@@H](C2)F)C2=CC(=CC1=CC=CC=C21)O (1-(8-fluoro-2-(((2R,7aS)-2-fluorotetrahydro-1H-pyrrolizin-7a(5H)-yl)methoxy)-7-(3-hydroxynaphthalen-1-yl)pyrido[4,3-d]pyrimidin-4-yl)-2,5-dihydro-1H-pyrrol-3-yl)boronic acid